ClC=1C=C(C=CC1)N(C(C(=O)N)C)C 2-((3-chloro-phenyl)(methyl)amino)propanamide